FC(C1=CC=C(C=C1)C=1N=C(N2C1C=CC=C2)CN2C(C1=CC=CC=C1C2=O)=O)(F)F 2-((1-(4-(trifluoromethyl)phenyl)imidazo[1,5-a]pyridin-3-yl)methyl)isoindoline-1,3-dione